tert-butyl 4-[6-[4-[(tert-butoxycarbonylamino)methyl]-2-pyridyl]-3-chloro-2-quinolyl]piperazine-1-carboxylate C(C)(C)(C)OC(=O)NCC1=CC(=NC=C1)C=1C=C2C=C(C(=NC2=CC1)N1CCN(CC1)C(=O)OC(C)(C)C)Cl